ethyl N-(1-phenylethyl)-4-oxo-1,4-dihydroquinoline-3-carboxylate C1(=CC=CC=C1)C(C)N1C=C(C(C2=CC=CC=C12)=O)C(=O)OCC